C1(CCCC1)N1C(=NC2=C1C=CC=C2)CO (1-cyclopentyl-1H-benzo[d]imidazol-2-yl)methanol